C(C)OC(C(C(=O)OCC)COCC1=CC=CC=C1)=O 2-((benzyloxy)methyl)malonic acid diethyl ester